OC1(CCN(CC1)C)C1=CC=C(C=C1)NC1=NC=C2CCN(CC2=C1)C1=C(C2=C(OCCN2C(=O)OC(C)(C)C)N=C1)C tert-butyl 7-(7-((4-(4-hydroxy-1-methylpiperidin-4-yl)phenyl)amino)-3,4-dihydro-2,6-naphthyridin-2(1H)-yl)-8-methyl-2,3-dihydro-1H-pyrido[2,3-b][1,4]oxazine-1-carboxylate